2-bromo-1-(2-fluorophenyl)-2-(3-fluoropyridin-4-yl)ethan-1-one hydrobromide Br.BrC(C(=O)C1=C(C=CC=C1)F)C1=C(C=NC=C1)F